COC1CCC(CC1)NC1=NC=C(C(=N1)N[C@@H]1CNCCC1)C(=O)N 2-((1r,4S)-4-methoxycyclohexylamino)-4-((S)-piperidin-3-ylamino)pyrimidine-5-carboxamide